N1=C(C=CC=C1)CCNC(=O)C1CC(CCC1C(C)C)C N-(2-pyridin-2-ylethyl)p-menthanecarboxamide